4-((7-cyclopropyl-2,4-dioxo-3-phenethyl-3,4-dihydroquinazolin-1(2H)-yl)methyl)-N-hydroxybenzamide C1(CC1)C1=CC=C2C(N(C(N(C2=C1)CC1=CC=C(C(=O)NO)C=C1)=O)CCC1=CC=CC=C1)=O